ClC=1C=C(CC2CC23NCCC(C3)C(=O)N)C=CC1 (3-chlorobenzyl)-4-azaspiro[2.5]octane-7-carboxamide